CN1CC(C1)(C)[C@@](C=1C=C(C=NC1)C1=NOC(=N1)C1CC(N(CC1)C)=O)(C1=CC=C(C=C1)C(C)C)O 4-(3-{5-[(R)-(1,3-dimethyl-azetidin-3-yl)-hydroxy-(4-isopropyl-phenyl)-methyl]-pyridin-3-yl}-[1,2,4]Oxadiazol-5-yl)-1-methyl-piperidin-2-one